NC1=C(C=C(C=N1)C=1C=C2N(N1)CC[C@]21CN(CC1)C(=O)NC(C)C)OC(C)C1=NC=NC=C1 (3R)-2'-(6-amino-5-{[1-(pyrimidin-4-yl)ethyl]oxy}pyridin-3-yl)-N-(propan-2-yl)-5',6'-dihydrospiro[pyrrolidine-3,4'-pyrrolo[1,2-b]pyrazole]-1-carboxamide